ClC1=CC=C(C=C1)[C@@]1(N(C(C2=CC(=CC=C12)C(C)(C)O)=O)CC1=CC=C(C=N1)C#N)OC([2H])([2H])C1(CC1)C([2H])([2H])O 6-{[(1R)-1-(4-chlorophenyl)-1-({1-[hydroxy(2H2)methyl]cyclopropyl}(2H2)methoxy)-5-(2-hydroxypropan-2-yl)-3-oxo-2,3-dihydro-1H-isoindol-2-yl]methyl}pyridine-3-carbonitrile